OC1=C(C(NC=2C3=C(CC(C12)C(C)C)C=C(C(=C3)OC)OCCCOC)=O)C(=O)O 4-hydroxy-5-isopropyl-9-methoxy-8-(3-methoxypropoxy)-2-oxo-1,2,5,6-tetrahydrobenzo[h]quinoline-3-carboxylic acid